O=C1NC(CCC1N1C(C2=CC=C(C=C2C1=O)N1CCC(CC1)(CN1C[C@H]2C([C@H]2C1)CO)O)=O)=O 2-(2,6-dioxopiperidin-3-yl)-5-(4-hydroxy-4-(((1R,5S,6r)-6-(hydroxymethyl)-3-azabicyclo[3.1.0]hexan-3-yl)methyl)piperidin-1-yl)isoindoline-1,3-dione